2-(3-chloro-4-((2-(3-ethoxy-3-methylazetidin-1-yl)-5-fluoropyridin-4-yl)oxy)phenyl)-4-(2,6-difluorobenzyl)-2,4-dihydro-3H-1,2,4-triazol-3-one ClC=1C=C(C=CC1OC1=CC(=NC=C1F)N1CC(C1)(C)OCC)N1N=CN(C1=O)CC1=C(C=CC=C1F)F